BrC=1C=CC=2C3=C(C(=NC2C1)Cl)CN(C3=O)CC3=C(C=C(C=C3)OC)OC 7-bromo-4-chloro-2-(2,4-dimethoxybenzyl)-2,3-dihydro-1H-pyrrolo[3,4-c]quinolin-1-one